C(CCCCCCCCCCCCCC)NC N-pentadecylmethylamine